2-(2-naphthylmethyl)phenol C1=C(C=CC2=CC=CC=C12)CC1=C(C=CC=C1)O